ClC1=C([C@@H](C(=O)O)O)C=CC=C1 (S)-o-chloromandelic acid